CC=1C=C2C(C(=COC2=CC1)C=O)=O 6-methyl-chromone-3-carbaldehyde